4-(2-Amino-2-methylpropanoyl)-N-(1-(4-(2-(((1S,3S)-3-aminocyclopentyl)amino)propyl)phenyl)-2-oxo-1,2-dihydropyrimidin-4-yl)piperazine-1-carboxamide hydrochloride salt Cl.NC(C(=O)N1CCN(CC1)C(=O)NC1=NC(N(C=C1)C1=CC=C(C=C1)CC(C)N[C@@H]1C[C@H](CC1)N)=O)(C)C